[N+](=O)([O-])C(=CC1=CC=CC=C1)C 2-(2-nitroprop-1-en-1-yl)benzene